O[C@@H](CC(=O)OC)C (R)-methyl 3-hydroxybutanoate